N,N'-[isopropylidenebis[(2,6-dichlorobenzene-4,1-diyl)oxycarbonyl(p-phenylene)]]bismaleimide C(C)(C)(C1=CC(=C(C(=C1)Cl)OC(=O)C1=CC=C(C=C1)N1C(C=CC1=O)=O)Cl)C1=CC(=C(C(=C1)Cl)OC(=O)C1=CC=C(C=C1)N1C(C=CC1=O)=O)Cl